trans-4-(2-(2,2-dimethyl-4,6-dioxo-1,3-dioxan-5-yl)propan-2-yl)(cyclohexyl)carbamate CC1(OC(C(C(O1)=O)C(C)(C)[C@@H]1CC[C@H](CC1)NC([O-])=O)=O)C